C(C)(C)C1=C(NC2=CC=C(C=C12)C1=CC2=C(CN(CC2)C(CNC)=O)S1)C1=CC(=NC=C1)C 1-(2-(3-isopropyl-2-(2-methylpyridin-4-yl)-1H-indol-5-yl)-4,7-dihydrothieno[2,3-c]pyridin-6(5H)-yl)-2-(methylamino)ethan-1-one